4-((3-(1-((1S,4S)-5-oxaspiro[3.5]nonan-1-yl)-1H-pyrazol-4-yl)-2-methoxyphenyl)amino)-6-(cyclopropanecarboxamido)nicotinamide [C@@H]1(CC[C@]12OCCCC2)N2N=CC(=C2)C=2C(=C(C=CC2)NC2=CC(=NC=C2C(=O)N)NC(=O)C2CC2)OC